C(#N)C=1C=C(C=CC1F)NC(=O)C1=C(N(C(=C1C)C(C(=O)NC1(COCC1)C)=O)C)C N-(3-cyano-4-fluorophenyl)-1,2,4-trimethyl-5-(2-((3-methyltetrahydrofuran-3-yl)amino)-2-oxoacetyl)-1H-pyrrole-3-carboxamide